(R)-1-(3-fluorobenzofuran-6-yl)propan-2-amine FC1=COC2=C1C=CC(=C2)C[C@@H](C)N